CC1CNC2=CC=CC=C2C1 3-methyl-1,2,3,4-tetrahydro-quinoline